6-chloro-1H-pyrazolo[4,3-c][1,2]diazine ClC1=CC2=C(N=N1)C=NN2